3-(1-amino-2-methylpropan-2-yl)-N-(2-((4-(3',5'-dichloro-[1,1'-biphenyl]-3-yl)thiazol-2-yl)amino)-2-oxoethyl)benzamide NCC(C)(C)C=1C=C(C(=O)NCC(=O)NC=2SC=C(N2)C=2C=C(C=CC2)C2=CC(=CC(=C2)Cl)Cl)C=CC1